3,4,12,13,15,16,18,19-octachloro-n-heneicosane ClC(CC)C(CCCCCCCC(C(CC(C(CC(C(CC)Cl)Cl)Cl)Cl)Cl)Cl)Cl